2-{[5-(3-chlorophenyl)-3-hydroxy-pyridine-2-carbonyl]-amino}-2-methyl-propionic acid ClC=1C=C(C=CC1)C=1C=C(C(=NC1)C(=O)NC(C(=O)O)(C)C)O